ClC=1C=C(C=C(C1)Cl)C1=CC(=CC(=N1)OC=1C=C(C(=NC1)N1CCN(CC1)CCC(=O)O)F)CN1CCC(CC1)CNC(=O)NC 3-(4-(5-((6-(3,5-dichlorophenyl)-4-((4-((3-methylureido)methyl)piperidin-1-yl)methyl)pyridin-2-yl)oxy)-3-fluoropyridin-2-yl)piperazin-1-yl)propanoic acid